8-[3-(difluoromethyl)-1-bicyclo[1.1.1]pentanyl]-3-methyl-6-[(2R,4S)-2-(1-methylpyrazol-4-yl)tetrahydropyran-4-yl]-2-(trifluoromethyl)pyrimido[5,4-d]pyrimidin-4-one FC(C12CC(C1)(C2)C2=NC(=NC1=C2N=C(N(C1=O)C)C(F)(F)F)[C@@H]1C[C@@H](OCC1)C=1C=NN(C1)C)F